2-methoxy-7,8-dihydro-5H-pyrido[4,3-d]pyrimidine-6-carboxylic acid tert-butyl ester C(C)(C)(C)OC(=O)N1CC2=C(N=C(N=C2)OC)CC1